1-[3-[4-[3-[3-amino-6-(2-hydroxyphenyl)pyridazin-4-yl]-3,8-diazabicyclo[3.2.1]octan-8-yl]-2-pyridyl]prop-2-ynyl]-4-methyl-azepan-4-ol NC=1N=NC(=CC1N1CC2CCC(C1)N2C2=CC(=NC=C2)C#CCN2CCC(CCC2)(O)C)C2=C(C=CC=C2)O